allyl-p-methylbenzyl-ammonium chloride [Cl-].C(C=C)[NH2+]CC1=CC=C(C=C1)C